[N+](=O)([O-])C1=CC=CC=2C3=CC=CC=C3NC12 1-Nitro-9H-carbazole